BrC1=CC=2N(C(NC(C2N=C1)=O)=O)CC(=O)OC(C)(C)C tert-butyl (7-bromo-2,4-dioxo-3,4-dihydropyrido[3,2-d]pyrimidin-1(2H)-yl)acetate